7-bromo-6-fluoro-1,2,3,5-tetrahydro-4H-cyclopenta[c]quinolin-4-one BrC=1C=CC=2C3=C(C(NC2C1F)=O)CCC3